CC(C#CC)(O[Si](OC(C#CC)(C)C)(OC(C#CC)(C)C)CC[SiH2]OC(OC(C#CC)(C)C)OC(C#CC)(C)C)C tris(1,1-dimethyl-2-butynyloxy)silyl-2-[bis(1,1-dimethyl-2-butynyloxy)methoxysilyl]ethane